methyl perfluoropropionate FC(C(=O)OC)(C(F)(F)F)F